CN(C)CC1CCC(CC1)[N+]1=NOC(=C1)[N-]C(NC1=CC(=CC(=C1)C(F)(F)F)NC(CC1=CC(=CC=C1)OC)=O)=O (3-((1R,4R)-4-((Dimethylamino)methyl)-cyclohexyl)-1,2,3-oxadiazol-3-ium-5-yl)((3-(2-(3-methoxyphenyl)acetamido)-5-(trifluoromethyl)-phenyl)carbamoyl)amide